3-butyl-7-(ethylsulfanyl)-8-hydroxy-2-methyl-5-phenyl-2,3,4,5-tetrahydro-1,2,5-benzothiadiazin-1,1-dioxide C(CCC)C1N(S(C=2C(C1)N(C=C(C2O)SCC)C2=CC=CC=C2)(=O)=O)C